5-[(6-hydroxy-3,4-dihydro-2,7-naphthyridin-2(1H)-yl)carbonyl]-1-methylpiperidin-2-one OC=1C=C2CCN(CC2=CN1)C(=O)C1CCC(N(C1)C)=O